iridium (III) bis[(dimethylphenyl)cyclopentyl-quinoline] CC=1C(=C(C=CC1)C=1C(=NC2=CC=CC=C2C1)C1CCCC1)C.CC=1C(=C(C=CC1)C=1C(=NC2=CC=CC=C2C1)C1CCCC1)C.[Ir+3]